OC=C(C(=O)N[C@H](C)C1=CC=CC=C1)C1=CC=C(C=C1)OC[C@H](CCC)C (2S)-3-Hydroxy-2-{4-[(2-methylpentyl)oxy]phenyl}-N-[(1R)-1-phenylethyl]propenamide